[N+](=O)([O-])C1=CC=C(C=C1)C1=NC(=CC2=C1NC1=CC=CC=C21)NS(=O)(=O)C N-[1-(4-nitrophenyl)-9H-pyrido[3,4-b]indol-3-yl]methanesulfonamide